C(C1=CC=CC=C1)(C1=CC=CC=C1)N1CC(N(C(C1)C)CC=1C=C2C(N(C(C2=CC1)=O)N1C(NC(CC1)=O)=O)=O)C 5-((4-Benzhydryl-2,6-dimethylpiperazin-1-yl)methyl)-2-(2,4-dioxotetrahydropyrimidin-1(2H)-yl)isoindoline-1,3-dione